Propan-2-yl 2-[(3S)-4-cyano-N-methyl-3-{[3-(5-methyl-1,2,4-oxadiazol-3-yl)phenyl]-formamido}butanamido]-4-methyl-1,3-thiazole-5-carboxylate C(#N)C[C@@H](CC(=O)N(C)C=1SC(=C(N1)C)C(=O)OC(C)C)NC(=O)C1=CC(=CC=C1)C1=NOC(=N1)C